1,3-Didecylbenzimidazolium hexafluorophosphate F[P-](F)(F)(F)(F)F.C(CCCCCCCCC)[N+]1=CN(C2=C1C=CC=C2)CCCCCCCCCC